dihydro-5H-[1]pyrindin-7-ol N1CC=CC=2CC=C(C12)O